2-((2S,3R,4S)-5-Chloro-6-fluoro-3-(hydroxymethyl)-2-((methylamino)methyl)-2-phenyl-2,3-dihydrobenzofuran-4-yl)-3-fluoro-4-methoxybenzamide ClC=1C(=CC2=C([C@@H]([C@](O2)(C2=CC=CC=C2)CNC)CO)C1C1=C(C(=O)N)C=CC(=C1F)OC)F